11,16,17-trihydroxy-17-(2-hydroxyacetyl)-10,13-dimethyl-7,8,9,11,12,14,15,16-octahydro-6H-cyclopenta[a]phenanthrene-3-one OC1CC2(C(C(CC2C2CCC3=CC(C=CC3(C12)C)=O)O)(C(CO)=O)O)C